methyl 4-bromo-1-methylimidazole-3-carboxylate BrC=1N(CN(C1)C)C(=O)OC